CN(C)CCOC=1C=NC(=CC1)C=C N,N-dimethyl-2-[(6-vinyl-3-pyridinyl)oxy]ethylamine